2-methyl-5-[5-(piperazin-1-yl)[1,3]thiazolo[5,4-d][1,3]thiazol-2-yl]-2H-indazole CN1N=C2C=CC(=CC2=C1)C=1SC=2N=C(SC2N1)N1CCNCC1